C(C)(C)N1N=C(N=C1C1[C@H]2CC(C[C@@H]12)N1CCC2(CS(C2)(=O)=O)CC1)C1=CC(=CC=C1)C(F)(F)F 7-((1R,3r,5S,6r)-6-(1-Isopropyl-3-(3-(trifluoromethyl)phenyl)-1H-1,2,4-triazol-5-yl)bicyclo[3.1.0]hexan-3-yl)-2-thia-7-azaspiro[3.5]nonane 2,2-dioxide